BrC1=C(C(=CC(=C1)F)F)C(C)O 1-(2-bromo-4,6-difluorophenyl)ethane-1-ol